Methyl 2-(((1R,5S,6S)-6-(6-((4-cyano-2-fluorobenzyl)oxy)pyridin-2-yl)-3-azabicyclo[3.1.0]hexan-3-yl)methyl)-4-methyl-1-(((S)-oxetan-2-yl)methyl)-1H-benzo[d]imidazole-6-carboxylate C(#N)C1=CC(=C(COC2=CC=CC(=N2)C2[C@H]3CN(C[C@@H]23)CC2=NC3=C(N2C[C@H]2OCC2)C=C(C=C3C)C(=O)OC)C=C1)F